2-(((benzyloxy)carbonyl)amino)-5-(((S)-3-hydroxy-1-methoxy-1-oxopropan-2-yl)amino)-5-oxopentanoic acid-(S)-tert-butyl ester C(C)(C)(C)OC(C(CCC(=O)N[C@H](C(=O)OC)CO)NC(=O)OCC1=CC=CC=C1)=O